C(C)(C)(C)C=1C=C(C=C(C1O)C(C)(C)C)C(CC(=O)C1=CC=CC=C1)C1=CC=C(C=C1)Cl 3-(3,5-di-tert-butyl-4-hydroxyphenyl)-3-(4-chlorophenyl)-1-phenylpropan-1-one